CN1N=NC(=C1C=1C=C2C(=NC1)C1=C(N2[C@@H](C2CCOCC2)C2=CC=CC=C2)C(=NN1C)N)C (S)-6-(1,4-dimethyl-1H-1,2,3-triazol-5-yl)-1-methyl-4-(phenyl-(tetrahydro-2H-pyran-4-yl)methyl)-1,4-dihydropyrazolo[3',4':4,5]Pyrrolo[3,2-b]Pyridin-3-amine